4-prop-2-ynyl-piperidin-4-ol, hydrochloride Cl.C(C#C)C1(CCNCC1)O